COS(=O)(=O)[O-].C(C)N1C=[N+](C=C1)C 1-ethyl-3-methylimidazolium methyl-Sulfate